tri(3,4,4-trimethyl-2-pentyl)citrate CC(C(C)C(C(C(C(=O)[O-])(C(C)C(C(C)(C)C)C)C(C)C(C(C)(C)C)C)(O)C(=O)[O-])C(=O)[O-])C(C)(C)C